OC(CN1C(C(=NC(=C1)Br)C(=O)N)=O)CO 4-(2,3-dihydroxypropyl)-6-bromo-3-oxo-3,4-dihydropyrazine-2-carboxamide